COC(=O)C1=NC(=CC(=C1)C1=CC=CC=C1)CO.COC=1C=C(C=CC1B1OC(C(O1)(C)C)(C)C)N1CCOCC1 4-[3-methoxy-4-(4,4,5,5-tetramethyl-1,3,2-dioxaborolan-2-yl)phenyl]morpholine methyl-6-(hydroxymethyl)-4-phenylpyridine-2-carboxylate